2-chloro-4-((2S,5R)-4-(6-((5-(4-(4-(2,4-dioxotetrahydropyrimidin-1(2H)-yl)-1H-pyrrolo[2,3-c]pyridin-1-yl)piperidin-1-yl)pentyl)oxy)nicotinoyl)-2,5-dimethylpiperazin-1-yl)benzonitrile ClC1=C(C#N)C=CC(=C1)N1[C@H](CN([C@@H](C1)C)C(C1=CN=C(C=C1)OCCCCCN1CCC(CC1)N1C=CC=2C1=CN=CC2N2C(NC(CC2)=O)=O)=O)C